D-glucose pentaacrylate C(C=C)(=O)O[C@@H](C=O)[C@@H](OC(C=C)=O)[C@H](OC(C=C)=O)[C@H](OC(C=C)=O)COC(C=C)=O